ClC1=C(C=CC=C1)C#CBr chlorophenylethynyl bromide